CC(CCCC)N hexan-2-amine